C1=NC=C(C2=CC=CC=C12)N1C(N(CC1C#N)C1CN(C1)C)=O 3-(isoquinolin-4-yl)-1-(1-methylazetidin-3-yl)-2-oxoimidazoline-4-carbonitrile